6-((Benzyl(methyl)amino)methyl)-N2-(3-bromophenyl)-1,3,5-triazine-2,4-diamine C(C1=CC=CC=C1)N(C)CC1=NC(=NC(=N1)NC1=CC(=CC=C1)Br)N